N1[C@@H](CCC1)C(=O)OC(CCCCCCCCC)=O.[Na] sodium decanoyl prolinate